N1-(4-fluoro-2-methylphenyl)-N2-((S)-4-methyl-1-oxo-1-(((S)-3-oxo-1-((S)-2-oxopyrrolidin-3-yl)-4-(2,3,5,6-tetrafluorophenoxy)butan-2-yl)amino)pentan-2-yl)oxalamide FC1=CC(=C(C=C1)NC(C(=O)N[C@H](C(N[C@@H](C[C@H]1C(NCC1)=O)C(COC1=C(C(=CC(=C1F)F)F)F)=O)=O)CC(C)C)=O)C